CC1(CCN(CC1)C1=C2C(=NC=C1C(=O)N1CCN(CC1)S(=O)(=O)C)N(N=C2)C)C#N 4-METHYL-1-(1-METHYL-5-(4-(METHYLSULFONYL)PIPERAZINE-1-CARBONYL)-1H-PYRAZOLO[3,4-B]PYRIDIN-4-YL)PIPERIDINE-4-CARBONITRILE